2-Acryloyloxyethylhexahydrophthalat C(C=C)(=O)OCCOC(C1C(C(=O)[O-])CCCC1)=O